C(C)(=O)OCCCCCCCCCCCCCCC=CCCCCCCCC tetracos-15-en-1-yl acetate